N-(ethyl(methyl)(oxo)-λ6-sulfaneylidene)-4-(5-(trifluoromethyl)-1,2,4-oxadiazol-3-yl)benzamide C(C)S(=NC(C1=CC=C(C=C1)C1=NOC(=N1)C(F)(F)F)=O)(=O)C